(6R)-17-amino-12-(4-fluorophenyl)-6,15-bis(trifluoromethyl)-19-oxa-3,4,13,18-tetrazatricyclo[12.3.1.12,5]nonadeca-1(18),2,4,14,16-pentaen-6-ol NC1=CC(=C2NC(CCCCC[C@](C3=NN=C(C1=N2)O3)(O)C(F)(F)F)C3=CC=C(C=C3)F)C(F)(F)F